C1(=CC=CC2=CC=CC=C12)C(=O)[O-] Alpha-naphthalate